N12C(C=CC(NC1)C2)C(=O)N 1,6-diazabicyclo[3.2.1]oct-3-ene-2-carboxamide